4,4,4-trifluorobutan FC(CCC)(F)F